4-butoxy-N-(3-(4-(4-methoxybenzyl)piperidin-1-yl)propyl)benzenesulfonamide C(CCC)OC1=CC=C(C=C1)S(=O)(=O)NCCCN1CCC(CC1)CC1=CC=C(C=C1)OC